(3R,8S)-8-methyl-3-phenylhexahydro-5H-oxazolo[3,2-a]pyridin-5-one C[C@@H]1C2N(C(CC1)=O)[C@@H](CO2)C2=CC=CC=C2